ethyl 1,2-oxazole-3-carboxylate O1N=C(C=C1)C(=O)OCC